6-(4-(trifluoromethyl)phenyl)imidazo[1,5-a]pyrimidine-8-carbonitrile FC(C1=CC=C(C=C1)C1=NC(=C2N1C=CC=N2)C#N)(F)F